(R)-tert-butyl 4-((1S,2S)-4-cyano-6-methyl-1-(4-(N-(2-(2-(2-(2,2,2-trifluoroacetamido)ethoxy)ethoxy)ethyl)sulfamoyl)phenoxy)-2,3-dihydro-1H-inden-2-yl)-2-methylpiperazine-1-carboxylate C(#N)C1=C2C[C@@H]([C@H](C2=CC(=C1)C)OC1=CC=C(C=C1)S(NCCOCCOCCNC(C(F)(F)F)=O)(=O)=O)N1C[C@H](N(CC1)C(=O)OC(C)(C)C)C